P(=O)(F)(F)OC(COCCC=C)COCCC#C 1-(3-buten-1-oxy)-3-(3-butyn-1-oxy)-2-propanol difluorophosphate